acryloyl-oxyethyl-dimethylbenzyl-ammonium C(C=C)(=O)OCC[N+](CC1=CC=CC=C1)(C)C